NC1=NC=NC2=C1C=1C3=C(C(NCC1N2C(C)C)=O)C=C(C=C3)C3CC3 12-amino-3-cyclopropyl-8-isopropyl-7,8-dihydrobenzo[c]pyrimido[5',4':4,5]pyrrolo[3,2-e]azepin-5(6H)-one